5-carbamimidoyl-2,4-dimethylbenzoic acid methyl ester hydrochloride Cl.COC(C1=C(C=C(C(=C1)C(N)=N)C)C)=O